N,N-diethyl-7-nitro-2H-benzo[d][1,2,3]triazol-4-amine C(C)N(C1=CC=C(C2=NNN=C21)[N+](=O)[O-])CC